C(\C=C\CC\C=C/CC)OC(CCCCCCCCCCCCC)=O myristic acid (2E,6Z)-2,6-nonadien-1-yl ester